COC1=NC(=NC(=C1)OC)NC(=O)NS(=O)(=O)C1=NC=CC=C1S(=O)(=O)CC 1-(4,6-dimethoxypyrimidine-2-yl)-3-(3-ethyl-sulfonyl-2-pyridinesulfonyl)urea